tetra-formylresorcinol C(=O)C1=C(C(=C(C(=C1O)C=O)O)C=O)C=O